cyclopentadienylcycloheptatrienyl-titanium C1(C=CC=C1)[Ti]C1=CC=CC=CC1